(E)-3-(2,6-dichloro-3,5-dimethoxyphenyl)-1-(1-(4-(dimethylamino)-but-2-enoyl)piperidin-4-yl)-7-(methylamino)-3,4-dihydropyrimido[4,5-d]-pyrimidin-2(1H)-one ClC1=C(C(=C(C=C1OC)OC)Cl)N1C(N(C2=NC(=NC=C2C1)NC)C1CCN(CC1)C(\C=C\CN(C)C)=O)=O